COC1=CC=C(C2=C1NC(=N2)NC(=O)C=2C=NN(C2)C)C2=CC=CC=C2 N-(7-methoxy-4-phenyl-1H-1,3-benzodiazol-2-yl)-1-methyl-1H-pyrazole-4-carboxamide